4-(6-((5-Cyanopyridin-2-yl)methoxy)pyridin-2-yl)piperidine C(#N)C=1C=CC(=NC1)COC1=CC=CC(=N1)C1CCNCC1